N1=CC=C(C=C1)C1=CN=C2SC(=NN21)NCC2=CC=NC=C2 5-(4-pyridyl)-N-(4-pyridylmethyl)imidazo[2,1-b][1,3,4]thiadiazol-2-amine